S(CCCCCCN=C=O)CCCCCCN=C=O Thiodihexyldiisocyanat